NC1=C(C=C(C=C1)Br)S 2-amino-5-bromobenzene-1-thiol